N-((2,6-dihydroxy-5'-methyl-4-pentyl-2'-(prop-1-en-2-yl)-[1,1'-biphenyl]-3-yl)methyl)-N-methylacetamide OC1=C(C(=CC(=C1CN(C(C)=O)C)CCCCC)O)C1=C(C=CC(=C1)C)C(=C)C